3-(([1,1'-biphenyl]-3-ylmethoxy)methyl)-5-benzyl-N-((R)-3-methyl-1-((3aS,4S,6S,7aR)-3a,5,5-trimethylhexahydro-4,6-methanobenzo[d][1,3,2]dioxaborol-2-yl)butyl)-4,5-dihydroisoxazole C1(=CC(=CC=C1)COCC1N(OC(C1)CC1=CC=CC=C1)[C@@H](CC(C)C)B1O[C@@]2([C@H](O1)C[C@H]1C([C@@H]2C1)(C)C)C)C1=CC=CC=C1